CC(COCCC)OCC(C)N 1-(1-methyl-2-propoxyethoxy)-2-propanamine